3-(4-((6-methylpyridin-2-yl)oxy)phenyl)acrylic acid ethyl ester C(C)OC(C=CC1=CC=C(C=C1)OC1=NC(=CC=C1)C)=O